BrC1=CC2=C(CB(O2)O)C(=C1)C 6-bromo-2-hydroxy-4-methyl-1,2-benzoxaborole